O1C(OCC1)C1=CC(=C(S1)C)C(C1=C(C=CC=C1)O)O 2-{[5-(1,3-Dioxolan-2-yl)-2-methyl-3-thienyl](hydroxy)methyl}phenol